(E)-3-(2,4-dimethoxy-6-((E)-4-(5-morpholinyloxy)styryl)phenyl)-1-(2-hydroxy-4-methoxyphenyl)prop-2-en-1-one COC1=C(C(=CC(=C1)OC)\C=C\C1=CC=C(C=C1)OC1COCCN1)/C=C/C(=O)C1=C(C=C(C=C1)OC)O